6-(4-Amino-4-methylpiperidin-1-yl)-3-(2,3-dichlorophenyl)-2-methylisonicotinamide NC1(CCN(CC1)C=1N=C(C(=C(C(=O)N)C1)C1=C(C(=CC=C1)Cl)Cl)C)C